O1CCC(=CC1)N1N=C(C(=N1)C(C(C(CC)=O)N1CCN([C@H]2CC[C@H]12)C(=O)OC(C)(C)C)=O)NCC1=CC=C(C=C1)OC tert-butyl (1S,6S)-5-(1-(2-(3,6-dihydro-2H-pyran-4-yl)-5-((4-methoxybenzyl)amino)-2H-1,2,3-triazol-4-yl)-1,3-dioxopentan-2-yl)-2,5-diazabicyclo[4.2.0]octane-2-carboxylate